N-(3,4-dimethylbenzyl)pyridin-2-amine CC=1C=C(CNC2=NC=CC=C2)C=CC1C